C(=CC1=C(C=C(C=C1)NC1=NC(=NC(=N1)N(CC)CC)NC1=C(C=CC(=C1)S(=O)(=O)[O-])S(=O)(=O)[O-])S(=O)(=O)[O-])C1=C(C=C(C=C1)NC1=NC(=NC(=N1)N(CC)CC)NC1=C(C=CC(=C1)S(=O)(=O)[O-])S(=O)(=O)[O-])S(=O)(=O)[O-] 2,2'-[vinylenebis[(3-sulfonato-4,1-phenylene)imino[6-(diethylamino)-1,3,5-triazine-4,2-diyl]imino]]bis-(benzene-1,4-disulfonate)